1-(2-amino-6-methylphenyl)piperidin-2-one NC1=C(C(=CC=C1)C)N1C(CCCC1)=O